COC(=O)C1=CC=2N(C(=C1)OC)C(=C(N2)OS(=O)(=O)C(F)(F)F)C 5-methoxy-3-methyl-2-(((trifluoromethyl)sulfonyl)oxy)imidazo[1,2-a]Pyridine-7-carboxylic acid methyl ester